2-methacryloyloxypropyl (4-methoxyphenyl) hydrogen phosphate P(=O)(OCC(C)OC(C(=C)C)=O)(OC1=CC=C(C=C1)OC)O